Plutonium oxid [O-2].[Pu+4].[O-2]